CC=1C=2C(N=C(N1)NC1=CC=C(C=C1)N1CCN(CC1)C)=NC(C(C2)N2C(CNCC2)C2=CC=CC=C2)=O methyl-2-[4-(4-methylpiperazin-1-yl)anilino]-6-(2-phenylpiperazin-1-yl)pyrido[2,3-d]pyrimidin-7-one